C(C)OC(C(C)(CCCC)C)=[Te].CN1C2CN(C(C1)C2)CC(=O)N 2-{5-methyl-2,5-diazabicyclo[2.2.1]heptan-2-yl}acetamide ethyl-2-methyl-2-n-butyltelluropropionate